ClC1=CC=C(C=C1)C1(OC1)C(C)C1CC1 2-(4-Chlorophenyl)-2-(1-cyclopropyl-ethyl)-oxiran